[Na+].N1[C@@H](CCC1=O)C(=O)[O-] pyroglutamic acid sodium salt